5-(4-fluorophenyl)pyrrolidine-2-carboxylic acid FC1=CC=C(C=C1)C1CCC(N1)C(=O)O